N-[3-({[6-(isoquinolin-5-ylamino)-4-(methylamino)-1,3,5-triazacyclohexan-2-yl]amino}methyl)phenyl]prop-2-enamide C1=NC=CC2=C(C=CC=C12)NC1NC(NC(N1)NCC=1C=C(C=CC1)NC(C=C)=O)NC